C1(C(C=CC=C1)C)(C)O.[K] potassium xylenol